6-chloro-4-(5-chloro-2-methoxyphenyl)pyridine-3-carboxylic acid ClC1=CC(=C(C=N1)C(=O)O)C1=C(C=CC(=C1)Cl)OC